2,5-dichloro-4-iodo-pyrimidine ClC1=NC=C(C(=N1)I)Cl